ClC1=NC(=C(C(=N1)Cl)Cl)CS(=O)C 2,4,5-trichloro-6-(methylsulfinylmethyl)pyrimidine